acrylic acid 3,4-epoxytricyclo[5.2.1.02,6]decyl ester C12(C3C4C(CC3C(CC1)C2)O4)OC(C=C)=O